tert-butyl ((3S,4S)-4-fluoropyrrolidin-3-yl)carbamate F[C@@H]1[C@H](CNC1)NC(OC(C)(C)C)=O